NC(C(=O)O)CC#CCN 2,6-diaminohex-4-ynoic acid